Bis[(S)-4-benzyloxycarbonyl-piperazine-2-carboxylate] copper (II) [Cu+2].C(C1=CC=CC=C1)OC(=O)N1C[C@H](NCC1)C(=O)[O-].C(C1=CC=CC=C1)OC(=O)N1C[C@H](NCC1)C(=O)[O-]